O(S(=O)(=O)C(F)(F)F)C1=C(C(=CC(=C1)N1CCC(CC1)NC(=O)OC(C)(C)C)OC)C1=CC(=C(C=C1)OC)OCC1=CC=CC=C1 3'-(benzyloxy)-4-(4-((tert-butoxycarbonyl) amino) piperidin-1-yl)-4',6-dimethoxy-[1,1'-biphenyl]-2-yl triflate